FC(CN1N=C(N=C1)C=1C(=C(C=CC1)NC1=C(N=NC=C1)C(=O)NOCC)OC)F (3-(1-(2,2-difluoroethyl)-1H-1,2,4-triazol-3-yl)-2-methoxy(Phenyl)amino)-N-ethoxypyridazine-3-carboxamide